FC=1C=CC(=NC1)C1=CC(=NC=N1)C=1C=C(C#N)C=C(C1)OC 3-[6-[5-fluoropyridin-2-yl]pyrimidin-4-yl]-5-methoxybenzonitrile